C1(=CC=CC=C1)OP(O)(O)(OC(C1=C(C=C(C=C1C)C)C)=O)C1=CC=CC=C1 diphenyl-(2,4,6-trimethylbenzoyl)oxyphosphorous acid